(6-(chlorosulfonyl)-2-cyclopropyl-5-fluoropyridin-3-yl)carbamic acid tert-butyl ester C(C)(C)(C)OC(NC=1C(=NC(=C(C1)F)S(=O)(=O)Cl)C1CC1)=O